(2-{2-[3-(3-bromo-4-hydroxy-phenyl)-2-hydroxyimino-propionylamino]-ethyldisulfanyl}-ethyl)-carbamic acid tert-butyl ester C(C)(C)(C)OC(NCCSSCCNC(C(CC1=CC(=C(C=C1)O)Br)=NO)=O)=O